5-chloro-4-((3-(2,3-dihydrobenzo[b][1,4]dioxin-6-yl)-2-methylbenzyl)oxy)-2-(4,4,4-trifluorobutoxy)benzaldehyde ClC=1C(=CC(=C(C=O)C1)OCCCC(F)(F)F)OCC1=C(C(=CC=C1)C1=CC2=C(OCCO2)C=C1)C